4,10-bis(2,3-dihydroxy-1-hydroxymethyl-propyl)-1,4,7,10-tetraazacyclododecane-1,7-diacetic acid OC(C(CO)N1CCN(CCN(CCN(CC1)CC(=O)O)C(C(CO)O)CO)CC(=O)O)CO